dec-1,4-dien C=CCC=CCCCCC